2-(2-chlorophenyl)-N-(3-(piperidin-1-yl)-5-sulfamoylisoquinolin-7-yl)acetamide ClC1=C(C=CC=C1)CC(=O)NC1=CC(=C2C=C(N=CC2=C1)N1CCCCC1)S(N)(=O)=O